azido-2'-deoxyguanosine N(=[N+]=[N-])[C@@]1(C[C@H](O)[C@@H](CO)O1)N1C=NC=2C(=O)NC(N)=NC12